(S)-2,3,4,9-tetrahydro-1H-carbazol-2-amine C1[C@H](CCC=2C3=CC=CC=C3NC12)N